N1(CCOCC1)C1CCN(CC1)C1=CC=C(C=C1)NC1=NC=C(C(=N1)NC1=C(SC=C1)C(=O)O)C(F)(F)F 3-{2-[4-(4-morpholin-4-ylpiperidin-1-yl)-phenylamino]-5-trifluoromethylpyrimidin-4-ylamino}-thiophene-2-carboxylic acid